FC=1C=C(C=C(C1)F)NC(NC1=C(C(=O)NC)C=CC=C1)=O 2-[3-(3,5-difluorophenyl)ureido]-N-methylbenzamide